(1,2,3,4-tetramethyl-5-n-propylcyclopentadienyl)(fluorenyl)zirconium dibromide [Br-].[Br-].CC1(C(=C(C(=C1CCC)C)C)C)[Zr+2]C1=CC=CC=2C3=CC=CC=C3CC12